NC=1C=C(C=C(C1)C(F)(F)F)[C@@H](C)NC1=NC(=NC2=C3C(=C(C=C12)C1CCN(CC1)C)CCC3)C (R)-N-(1-(3-amino-5-(trifluoromethyl)phenyl)ethyl)-2-methyl-6-(1-methylpiperidin-4-yl)-8,9-dihydro-7H-cyclopenta[h]quinazolin-4-amine